NC1=C(C=CC=C1)C(=O)NC(C(=O)OC)CC1CC1 methyl 2-[(2-aminophenyl)formamido]-3-cyclopropylpropanoate